N=1NN=NC1C1CC(C1)C1=C(N(C2=CC=C(C=C12)OCC1=CC=CC=C1)C1=CC(=C(C=C1)F)C)C(C)C 3-((1s,3s)-3-(2H-tetrazol-5-yl)cyclobutyl)-5-(benzyloxy)-1-(4-fluoro-3-methylphenyl)-2-isopropyl-1H-indole